1-(4-(6-chloro-8-fluoro-7-(2-fluoro-6-hydroxyphenyl)-2-(2-(6-methyl-pyridin-2-yl)ethoxy)quinazolin-4-yl)piperazin-1-yl)prop-2-en-1-one ClC=1C=C2C(=NC(=NC2=C(C1C1=C(C=CC=C1O)F)F)OCCC1=NC(=CC=C1)C)N1CCN(CC1)C(C=C)=O